2-((4-(2-(4-Chloro-2-fluorophenyl)-4-methyl-2H-chromen-8-yl)piperidin-1-yl)methyl)-1-(((S)-oxetan-2-yl)methyl)-1H-benzo[d]imidazole-6-carboxylic acid ClC1=CC(=C(C=C1)C1OC2=C(C=CC=C2C(=C1)C)C1CCN(CC1)CC1=NC2=C(N1C[C@H]1OCC1)C=C(C=C2)C(=O)O)F